CN1C2=C(C=C(C1=O)C(=O)NC1=CC=CC=C1)COC(C2)(C)C 1,7,7-Trimethyl-2-oxo-N-phenyl-5,8-dihydropyrano[4,3-b]pyridine-3-carboxamide